FC1(C(C1)C1=NN2C(N(C(CCC2)=O)C)=C1)F 2-(2,2-difluorocyclopropyl)-4-methyl-7,8-dihydro-4H-pyrazolo[1,5-a][1,3]diazepin-5(6H)-one